Methaneoxystatine CON[C@@H](CC(C)C)[C@@H](O)CC(O)=O